4-(3-((5-cyclopropyl-2-((1-(1-methylpiperidin-4-yl)-1H-pyrazol-4-yl)amino)pyrimidin-4-yl)amino)propyl)-1,4-oxazepan-3-one C1(CC1)C=1C(=NC(=NC1)NC=1C=NN(C1)C1CCN(CC1)C)NCCCN1C(COCCC1)=O